N1(CCCC1)C1=NC=C(C=N1)N 2-(pyrrolidin-1-yl)pyrimidin-5-amine